(1R,2S)-2-[3-[[6-(azetidin-1-yl)pyrimidin-4-yl]amino]-1H-indazol-6-yl]-5'-methoxy-spiro[cyclopropane-1,3'-indolin]-2'-one N1(CCC1)C1=CC(=NC=N1)NC1=NNC2=CC(=CC=C12)[C@@H]1C[C@@]12C(NC1=CC=C(C=C21)OC)=O